1-[[2-(difluoromethoxy)pyridin-4-yl]methyl]-3-spiro[2.3]hexan-5-yl-urea FC(OC1=NC=CC(=C1)CNC(=O)NC1CC2(CC2)C1)F